tert-butyl 8-(3-cyanophenyl)-1,3,4,5-tetrahydro-2H-pyrido[4,3-b]indole-2-carboxylate C(#N)C=1C=C(C=CC1)C1=CC=2C3=C(NC2C=C1)CCN(C3)C(=O)OC(C)(C)C